7-(tert-butyl)-N-(1,1-dioxo-2,3-dihydrothiophen-3-yl)-2-oxo-1,2-dihydroquinoline-3-carboxamide C(C)(C)(C)C1=CC=C2C=C(C(NC2=C1)=O)C(=O)NC1CS(C=C1)(=O)=O